(1-(4-cyano-3-trifluoromethylphenyl)-1H-pyrazol-3-yl)propionic acid C(#N)C1=C(C=C(C=C1)N1N=C(C=C1)C(C(=O)O)C)C(F)(F)F